4H,4aH,5H,10H,10aH-benzo[g]quinoline N1C=CCC2CC3=C(CC12)C=CC=C3